C(\C=C\C(CCCCC)O)O trans-non-2-en-1,4-diol